(R)-3-Hydroxy-1-methyl-3-(1-(6-(2-((1-methyl-1H-pyrazol-4-yl)amino)pyrimidin-4-yl)pyridin-2-yl)-1H-pyrazol-4-yl)pyrrolidin-2-one O[C@@]1(C(N(CC1)C)=O)C=1C=NN(C1)C1=NC(=CC=C1)C1=NC(=NC=C1)NC=1C=NN(C1)C